tert-butyl 4-[3-[3,5-dimethoxy-4-(2,2,2-trifluoro ethylcarbamoyl) phenyl]imidazo[1,2-a]pyridin-7-yl]piperidine-1-carboxylate COC=1C=C(C=C(C1C(NCC(F)(F)F)=O)OC)C1=CN=C2N1C=CC(=C2)C2CCN(CC2)C(=O)OC(C)(C)C